4-amino-N'-(2,3-dihydro-1H-indene-2-carbonyl)benzenesulfonohydrazide NC1=CC=C(C=C1)S(=O)(=O)NNC(=O)C1CC2=CC=CC=C2C1